3-(7-fluoro-benzoimidazol-2-yl)-4-methyl-1,2,5-oxadiazole FC1=CC=CC2=C1N=C(N2)C2=NON=C2C